Br(=O)(=O)[O-].[Na+] Natrium bromat